(R)-1-(5-(4-cyclopropyl-3-fluorophenyl)-2,3-dihydro-1H-inden-1-yl)azetidine-3-carboxylic acid C1(CC1)C1=C(C=C(C=C1)C=1C=C2CC[C@H](C2=CC1)N1CC(C1)C(=O)O)F